ClC=1C(=NC=CC1)O[C@@H]1CN(CC1)C1=C(C=C(C(=O)N(C2=CC=CC=C2)C)C=C1)\C=C/OC (S,Z)-4-(3-(3-chloropyridin-2-yloxy)pyrrolidin-1-yl)-3-(2-methoxyvinyl)-N-methyl-N-phenylbenzamide